ClC1=CC=2N=C3N(CCN(C3)C(CCOCCC)=O)C2N=C1OC 1-(3-(3-chloro-2-methoxy-8,9-dihydropyrido[3',2':4,5]imidazo[1,2-a]pyrazin-7(6H)-yl)-3-oxopropoxy)propan